butane-1-ol C(CCC)O